C1=CC(=C(C=C1C(=O)O)Cl)Cl The molecule is a chlorobenzoic acid carrying chloro substituents at positions 3 and 4. It is a conjugate acid of a 3,4-dichlorobenzoate.